N[C@@H](CC(=O)OCC)C1=CC(=CC(=C1)Cl)Br Ethyl (S)-3-amino-3-(3-bromo-5-chlorophenyl)propanoate